calcium amino chloride NCl.[Ca]